7-(2-bromo-6,7-dihydrothiazolo[5,4-c]pyridin-5(4H)-yl)-8-methyl-2-(2-oxa-6-azaspiro[3.3]heptane-6-carbonyl)-4H-pyrimido[1,2-b]pyridazin-4-one BrC=1SC=2CN(CCC2N1)C=1C(=CC=2N(N1)C(C=C(N2)C(=O)N2CC1(COC1)C2)=O)C